((7-(1-hydroxyethyl)-1-methyl-4-(4-(trifluoromethoxy)phenyl)-1H-benzo[d]imidazol-6-yl)methyl)carbamic acid tert-butyl ester C(C)(C)(C)OC(NCC=1C=C(C2=C(N(C=N2)C)C1C(C)O)C1=CC=C(C=C1)OC(F)(F)F)=O